BrC=1C=CC(=C(C1)S(=O)(=O)NC1=C(C(=CC(=C1)OC(F)(F)F)C(=O)N1[C@@H](CCC1)COC)O)O (S)-5-Bromo-2-hydroxy-N-(2-hydroxy-3-(2-(methoxymethyl)pyrrolidine-1-carbonyl)-5-(trifluoromethoxy)phenyl)benzenesulfonamide